N[C@H]1CCC=2C=3C1=C1C(=NC3C=C(C2C)Cl)C2=CC3=C(C(N2C1)=O)COC([C@]3(O)CC)=O (1S,9S)-1-amino-5-chloro-9-ethyl-9-hydroxy-4-methyl-1,2,3,9,12,15-hexahydro-10H,13H-benzo[de]pyrano[3',4':6,7]indolizino[1,2-b]quinoline-10,13-dione